6-(7,8-dimethyl-[1,2,4]triazolo[4,3-b]pyridazin-6-yl)-3-(1-methylindazol-5-yl)oxy-7,8-dihydro-5H-1,6-naphthyridine CC1=C(C=2N(N=C1N1CC=3C=C(C=NC3CC1)OC=1C=C3C=NN(C3=CC1)C)C=NN2)C